N1=C(C=NC=C1)C=1C=CC(=NC1)NC(CN1N=CC(=C1)C=1C=NNC1)=O N-(5-pyrazin-2-yl-2-pyridyl)-2-[4-(1H-pyrazol-4-yl)pyrazol-1-yl]acetamide